The molecule is a disaccharide that is alpha-D-arabinopyranose in which the hydroxy group at position 2 has been converted into the corresponding beta-D-glucoside. It is a beta-D-glucoside and a glycosylarabinose. It derives from an alpha-L-arabinopyranose. C1[C@@H]([C@@H]([C@H]([C@@H](O1)O)O[C@H]2[C@@H]([C@H]([C@@H]([C@H](O2)CO)O)O)O)O)O